(Z)-6-dodecenal C(CCCC\C=C/CCCCC)=O